ClC=1C(=NC(=NC1)NC1CCOCC1)C1=CC=C2CN(C(C2=C1)=O)[C@@H](C(=O)O)C (R)-2-(6-(5-chloro-2-((oxacyclohexan-4-yl)amino)pyrimidin-4-yl)-1-oxo-isoindolin-2-yl)propionic acid